C(C)(C)(C)C1=C2C=CC=NC2=C(C(=C1)C(NC(CCCCCNC1=C2C(N(C(C2=CC=C1)=O)C1C(NC(CC1)=O)=O)=O)=O)C1=CC2=C(OC(O2)(F)F)C=C1)O N-((5-(tert-butyl)-8-hydroxyquinolin-7-yl)(2,2-difluoro-benzo[d][1,3]dioxol-5-yl)methyl)-6-((2-(2,6-dioxopiperidin-3-yl)-1,3-dioxoisoindolin-4-yl)amino)-hexanamide